ClC1=C(N(N=C1C(F)(F)F)C1=CC(=CC=C1)C(NC1=CC2=C(C(=NO2)C)C=C1)=O)COC1=CC=C(C(=O)OC(C)(C)C)C=C1 tert-butyl 4-[[4-chloro-2-[3-[(3-methyl-1,2-benzoxazol-6-yl) carbamoyl]phenyl]-5-(trifluoromethyl) pyrazol-3-yl]methoxy]benzoate